[Na+].C(CCCCCCCCCCC)C(C(=O)[O-])N Dodecyl-aminoacetic acid sodium salt